C[C@H]1CC[C@@H](NC1)C1=CC(=CC=C1)OC[C@H]1N(CCC1)C (2R,5S)-5-methyl-2-(3-(((S)-1-methylpyrrolidin-2-yl)methoxy)phenyl)piperidine